5-(hydroxymethyl)thiazole-2-carboxylic acid ethyl ester C(C)OC(=O)C=1SC(=CN1)CO